C(C)[C@]1(C(OCC=2C(N3CC=4C(=NC=5C=CC(=C(C5C4)CN4CCN(CC4)C(=O)OC(C)(C)C)O)C3=CC21)=O)=O)O tert-butyl (S)-4-((4-ethyl-4,9-dihydroxy-3,14-dioxo-3,4,12,14-tetrahydro-1H-pyrano[3',4':6,7]indolizino[1,2-b]quinolin-10-yl)methyl)piperazine-1-carboxylate